2-amino-5-chloro-6-(trifluoromethyl)nicotinic acid methyl ester COC(C1=C(N=C(C(=C1)Cl)C(F)(F)F)N)=O